tert-butoxycarbonylpropyltrimethoxysilane C(C)(C)(C)OC(=O)CCC[Si](OC)(OC)OC